CC1=CC2=CC=CC3=CC=C4C=CC=C1C4=C32 5-methyl-pyrene